C(\C=C/C(=O)O)(=O)O.C(\C=C/C(=O)O)(=O)O.ClC=1C=C(C=CC1F)NC1=NC=NC2=CC(=C(C=C12)NC(\C=C\CN(C)C)=O)O[C@@H]1COCC1 (2E)-N-[4-[(3-chloro-4-fluorophenyl)amino]-7-[[(3S)-tetrahydrofuran-3-yl]oxy]quinazolin-6-yl]-4-(dimethylamino)-2-butenamide dimaleate